Methyl 3-(N-(5-cyano-2-(5-cyanothiophen-2-yl)phenyl)sulfamoyl)-4-methoxybenzoate C(#N)C=1C=CC(=C(C1)NS(=O)(=O)C=1C=C(C(=O)OC)C=CC1OC)C=1SC(=CC1)C#N